BrC1=CC=C(C=C1)C1=CC(=NC(=N1)C1=CC=CC=C1)C1=CC=C(C=C1)P(C1=CC=CC=C1)(C1=CC=CC=C1)=O (4-(6-(4-bromophenyl)-2-phenylpyrimidin-4-yl)phenyl)diphenylphosphine oxide